FC(C1=NN=C(O1)C1=CC=2N(C=C1)C=C(N2)CN(S(=O)(=O)C2CCN(CC2)C2CC1(C2)CCC1)C1=CC(=CC=C1)F)F N-((7-(5-(difluoromethyl)-1,3,4-oxadiazol-2-yl)imidazo[1,2-a]pyridin-2-yl)methyl)-N-(3-fluorophenyl)-1-(spiro[3.3]heptan-2-yl)piperidine-4-sulfonamide